2-(3-(6-(((3S,4S)-4-fluoropiperidin-3-yl)amino)pyridin-2-yl)imidazo[1,2-a]-pyridin-6-yl)propan-2-ol F[C@@H]1[C@H](CNCC1)NC1=CC=CC(=N1)C1=CN=C2N1C=C(C=C2)C(C)(C)O